2'-((methylenebis(4-propyl-6-methyl-2,1-phenylene))bis(oxy))diacetic amide C(C1=C(C(=CC(=C1)CCC)C)OCC(=O)N)C1=C(C(=CC(=C1)CCC)C)OCC(=O)N